C=CC=CCCCCCCCCCCCCCC Octadecadien